3-[5-(difluoromethyl)-1,3,4-thiadiazol-2-yl]-6-fluoro-1-methyl-N-(1-methylcyclopropyl)-2-oxo-benzimidazol-5-sulfonamide FC(C1=NN=C(S1)N1C(N(C2=C1C=C(C(=C2)F)S(=O)(=O)NC2(CC2)C)C)=O)F